2,4-diamino-6-bromomethyl-pteridine hydrobromide Br.NC1=NC2=NC=C(N=C2C(=N1)N)CBr